Adenosyl-homocysteine [C@@H]1([C@H](O)[C@H](O)[C@@H](CN[C@@H](CCS)C(=O)O)O1)N1C=NC=2C(N)=NC=NC12